FC(S(=O)(=O)OC1=C(C(=CC=C1)F)C1CCC1)(F)F 2-cyclobutyl-3-fluorophenyl trifluoromethanesulfonate